N-[4-(4,4-difluoropiperidine-1-carbonyl)-3-(1-methylpyrazol-3-yl)phenyl]cyclopropanecarboxamide FC1(CCN(CC1)C(=O)C1=C(C=C(C=C1)NC(=O)C1CC1)C1=NN(C=C1)C)F